phenylalanine-13C9 N[13C@@H]([13CH2][13C]1=[13CH][13CH]=[13CH][13CH]=[13CH]1)[13C](=O)O